(4S)-1-cyclohexyl-5,5-difluoro-3-(trifluoromethyl)-6,7-dihydro-4H-indazol-4-ol C1(CCCCC1)N1N=C(C=2[C@@H](C(CCC12)(F)F)O)C(F)(F)F